ClC1=C(C=CC(=C1)F)CC(=O)N1[C@@H](CCC1)C(=O)OC Methyl (2-(2-chloro-4-fluorophenyl)acetyl)-L-prolinate